COCCCCC=1C=C2C=C(NC2=C(C1)[N+](=O)[O-])C1=CC=CC=C1 5-((3-methoxypropyl)methyl)-7-nitro-2-phenyl-1H-indole